CC=1SC(=C(N1)C(=O)O)C1=NC=CC=C1 2-methyl-5-(pyridin-2-yl)thiazole-4-carboxylic acid